C(C)(C)(C)OC(=O)C1=NC(=CC=C1C1=C(C(=CC=C1)NC1CCCCC1)C)N1CC2=C(C=CC=C2CC1)C(NC=1SC2=C(N1)C=CC=C2)=O 6-[8-(1,3-benzothiazol-2-ylcarbamoyl)-3,4-dihydroisoquinolin-2(1H)-yl]-3-[3-(cyclohexylamino)-2-methylphenyl]pyridine-2-carboxylic acid tert-butyl ester